2,9,10-trifluoro-6,11-dihydro-benzo[e]thieno[3',2':5,6]benzo[1,2-b]thiepin-6-ol FC1=CC=2C=CC3=C(SCC4=C(C3O)C=CC(=C4F)F)C2S1